4-(3-Hydroxyphenyl)-N-[4-[(E)-3-(4-hydroxyphenyl)prop-2-enoyl]phenyl]-6-methyl-2-sulfanylidene-3,4-dihydro-1H-pyrimidine-5-carboxamide OC=1C=C(C=CC1)C1NC(NC(=C1C(=O)NC1=CC=C(C=C1)C(\C=C\C1=CC=C(C=C1)O)=O)C)=S